C(#N)C=1C=C(C=NC1N(C)C)C=1C(=CC(=C(C1)NC(=O)C1=CNC(C=C1C(F)(F)F)=O)N1C[C@H](N([C@H](C1)C)C)C)F N-[5-[5-cyano-6-(dimethylamino)pyridin-3-yl]-4-fluoro-2-[(3R,5S)-3,4,5-trimethylpiperazin-1-yl]phenyl]-6-oxo-4-(trifluoromethyl)-1H-pyridine-3-carboxamide